C(C=C)OCC(C(=O)[O-])=C.[Na+] Sodium 2-allyloxymethylacrylate